BrC=1C=NC(=CC1)Br 3,6-dibromopyridine